4-amino-N-(4-(methoxymethyl)phenyl)-7-(1-methylcyclopropyl)-6-((2-methylthiazol-4-yl)ethynyl)-7H-pyrrolo[2,3-d]pyrimidine-5-carboxamide NC=1C2=C(N=CN1)N(C(=C2C(=O)NC2=CC=C(C=C2)COC)C#CC=2N=C(SC2)C)C2(CC2)C